1-aminoimidazolium NN1C=[NH+]C=C1